N-(2-Chloro-6-((5-methylthiophen-2-yl)oxy)pyridin-4-yl)-5-(2-(methylsulfonyl)propan-2-yl)benzo[b]thiophen-2-carboxamid ClC1=NC(=CC(=C1)NC(=O)C1=CC2=C(S1)C=CC(=C2)C(C)(C)S(=O)(=O)C)OC=2SC(=CC2)C